1-(butyl(2-hydroxyethyl)amino)-2-methylpropan-2-ol C(CCC)N(CC(C)(O)C)CCO